IC=1C=C(C=CC1)C1=CC2=C(N=CN=C2N)C(=N1)C 6-(3-iodophenyl)-8-methylpyrido[3,4-d]pyrimidin-4-amine